mono-methylpiperazine CN1CCNCC1